5-bromo-2-hydroxynaphthalene-1-sulfonic acid BrC1=C2C=CC(=C(C2=CC=C1)S(=O)(=O)O)O